4-(4-(cyclopropyloxy)piperazin-1-yl)-9-(5-(difluoromethyl)-1,3,4-thiadiazol-2-yl)-N-(1-methylcyclopropyl)-9H-pyrimido[4,5-b]indole-7-sulphonamide C1(CC1)ON1CCN(CC1)C1=NC=NC=2N(C3=CC(=CC=C3C21)S(=O)(=O)NC2(CC2)C)C=2SC(=NN2)C(F)F